3-Dodecyl-1-(9-methylcarbazol-3-yl)-2H-imidazol-3-ium C(CCCCCCCCCCC)[NH+]1CN(C=C1)C=1C=CC=2N(C3=CC=CC=C3C2C1)C